1H-indole-2-oic acid tert-butyl ester C(C)(C)(C)OC(=O)C=1NC2=CC=CC=C2C1